9-(4-(2,6-dioxopiperidin-3-yl)-3,5-difluorophenyl)-1-oxa-9-azaspiro[5.5]undecane-3-carbaldehyde O=C1NC(CCC1C1=C(C=C(C=C1F)N1CCC2(CCC(CO2)C=O)CC1)F)=O